(R)-N-(1-(3-chloro-4-fluorophenyl)-2,2,2-trifluoroethyl)-5-cyano-N-ethylpyridine-3-sulfonamide ClC=1C=C(C=CC1F)[C@H](C(F)(F)F)N(S(=O)(=O)C=1C=NC=C(C1)C#N)CC